C(C)(C)(C)OP(=O)(OC(C)(C)C)OCOC(=O)NCC1C(C1)C(=O)[O-] 2-((((((di-tert-butoxyphosphoryl)oxy)methoxy)carbonyl)amino)methyl)cyclopropane-1-carboxylate